1-tert-Butyl-1-cyclohexene C(C)(C)(C)C1=CCCCC1